2-chlorohexane ClC(C)CCCC